NC1=C(N=NN1CC1=C(C=C(C=C1)Br)F)C(=O)NC1=C(C=CC(=C1)OC)OC 5-amino-1-[(4-bromo-2-fluorophenyl)methyl]-N-(2,5-dimethoxyphenyl)-1H-1,2,3-triazole-4-carboxamide